2,2'-azinobis(3-ethylbenzthiazoline-6-sulfonate) N(N=C1SC2=C(N1CC)C=CC(=C2)S(=O)(=O)[O-])=C2SC1=C(N2CC)C=CC(=C1)S(=O)(=O)[O-]